ClC=1C=CC(=C(C1)C1=NN2C(=NC=3C=CC=CC3C2=N1)N[C@@H](C(=O)N)CC)OC(F)(F)F (2R)-2-({2-[5-chloro-2-(trifluoromethoxy)phenyl][1,2,4]triazolo[1,5-c]quinazolin-5-yl}amino)butanamide